octanoic acid heptadec-9-yl ester CCCCCCCCC(CCCCCCCC)OC(CCCCCCC)=O